S(=O)(=O)(O)O.OC(C)(C)CCC[C@@H](C)[C@H]1CC[C@H]2[C@@H]3CC=C4CCCC[C@]4(C)[C@H]3CC[C@]12C 25-Hydroxycholest-5-ene sulfate